2-chloro-4-((4-methoxybenzyl)oxy)-5-((trimethylsilyl)ethynyl)pyridine ClC1=NC=C(C(=C1)OCC1=CC=C(C=C1)OC)C#C[Si](C)(C)C